FC(C1=C(COC2=C(C=C(C=C2)\C=C(\C(=O)O)/C(F)(F)F)OC)C=CC(=C1)C(F)(F)F)(F)F (Z)-3-(4-((2,4-bis(trifluoromethyl)benzyl)oxy)-3-methoxyphenyl)-2-(trifluoromethyl)acrylic acid